(E)-5,5-dimethyl-2-(5-phenoxy-2-pyrazinylcarbonylamino)-3-hexenoic acid CC(/C=C/C(C(=O)O)NC(=O)C1=NC=C(N=C1)OC1=CC=CC=C1)(C)C